O=C1NC(CCC1N1C(N(C2=C1C=CC(=C2)NC2CCN(CC2)C(=O)OC(C)(C)C)C)=O)=O tert-butyl 4-[[1-(2,6-dioxo-3-piperidyl)-3-methyl-2-oxo-benzimidazol-5-yl]amino]piperidine-1-carboxylate